Isodocosan CCCCCCCCCCCCCCCCCCCC(C)C